O.[Mg].[B] boron-magnesium hydrate